C(C)(C)(C)C1CCN(CC1)C(=O)NC1=CC(=C(C=C1)C=1C=NC(=CC1)OC(C)C)C=1N=NNN1 4-(Tert-butyl)-N-(4-(6-isopropoxypyridin-3-yl)-3-(2H-tetrazol-5-yl)phenyl)piperidine-1-carboxamide